2-isopropylimidazo[1,2-a]pyrimidine-7-carbaldehyde C(C)(C)C=1N=C2N(C=CC(=N2)C=O)C1